C(C)(C)(C)OC(=O)N1CCN(CC1)CCCN1CC(N(CC1)C1=CC(=CC=C1)C1(CNC2=NC=CC(=C21)Cl)CC(F)F)=O {4-[3-(4-{3-[4-chloro-3-(2,2-difluoroethyl)-1H-pyrrolo[2,3-b]pyridin-3-yl]phenyl}-3-oxopiperazin-1-yl)propyl]piperazin-1-yl}carboxylic acid tert-butyl ester